benzyl-(2-((3-chloro-2-fluorobenzyl)amino)-2-oxoethyl)-1H-indazole-3-carboxamide C(C1=CC=CC=C1)C1=C2C(=NN(C2=CC=C1)CC(=O)NCC1=C(C(=CC=C1)Cl)F)C(=O)N